(R)-6-(4-fluorophenyl)-N,N-dimethyl-4-((1-(6-methylpyridazin-3-yl)ethyl)amino)quinazoline-8-sulfonamide FC1=CC=C(C=C1)C=1C=C2C(=NC=NC2=C(C1)S(=O)(=O)N(C)C)N[C@H](C)C=1N=NC(=CC1)C